Cl.ClC=1C=C(C=CC1)N(C(=O)C1CCN(CC1)S(=O)(=O)C)CCCN1CCC(CC1)CC1=CC=C(C=C1)S(=O)(=O)C(C)C N-(3-Chlorophenyl)-N-(3-{4-[4-(isopropylsulfonyl)benzyl]-1-piperidinyl}propyl)-1-(methylsulfonyl)-4-piperidinecarboxamide hydrochloride